N,N-dibenzyl-1-ethyl-4-fluoro-1H-pyrazole-3-sulfonamide C(C1=CC=CC=C1)N(S(=O)(=O)C1=NN(C=C1F)CC)CC1=CC=CC=C1